NC1=C(N=CC2=C(C=CC=C12)Br)C(NCCC)=O 4-amino-8-bromo-3-(propylcarbamoyl)isoquinoline